[5-Chloro-2-[2-[[(3R)-1-methyl-3-piperidyl]amino]oxazolo[4,5-b]pyridin-5-yl]-3-(2-trimethylsilylethoxymethoxy)phenyl]methanol ClC=1C=C(C(=C(C1)CO)C1=CC=C2C(=N1)N=C(O2)N[C@H]2CN(CCC2)C)OCOCC[Si](C)(C)C